C(#N)C=1C=CC(=C(OCC2=C(C=CC=C2)/C(/C(=O)OC)=C\OC)C1)C (E)-methyl 2-[2-[(5-cyano-2-methylphenoxy) methyl] phenyl]-3-methoxyprop-2-enoate